C(#N)C1N(CSC1)C(CNC(=O)C1=CC=NC2=CC=C(C=C12)N1[C@H](CC1)C(CC)CC(F)F)=O (R)-N-(2-(4-cyanothiazolidin-3-yl)-2-oxoethyl)-6-(3-(2,2-difluoroethyl)propan-3-ylAzetidin-1-yl)quinoline-4-carboxamide